N-{4-[(3-amino-6-chloropyridin-2-yl)ethynyl]pyridin-2-yl}-2-(4-fluorophenyl)acetamide NC=1C(=NC(=CC1)Cl)C#CC1=CC(=NC=C1)NC(CC1=CC=C(C=C1)F)=O